C(C(=O)OC1CC2C(CC1)O2)(=O)OC2CC1C(CC2)O1 bis(3,4-epoxycyclohexyl) oxalate